1H-pyrrolo[2,3-b]pyridine-1,2-dicarboxylic acid 1-tert-butyl 2-ethyl ester CCOC(=O)C1=CC=2C(=NC=CC2)N1C(=O)OC(C)(C)C